N-ethyl-2-(5-methoxy-6-methyl-1H-indol-3-yl)-2-oxo-N-(propan-2-yl)acetamide C(C)N(C(C(=O)C1=CNC2=CC(=C(C=C12)OC)C)=O)C(C)C